OC(C)(CCCC(C)C)[C@H]1CC[C@H]2[C@@H]3CC=C4C[C@H](CC[C@@]4([C@H]3CC[C@]12C)C)OCCCC(=O)O 4-(((3S,8S,9S,10R,13S,14S,17S)-17-(2-Hydroxy-6-methylheptan-2-yl)-10,13-dimethyl-2,3,4,7,8,9,10,11,12,13,14,15,16,17-tetradecahydro-1H-cyclopenta[a]phenanthren-3-yl)oxy)butanoic acid